C(=O)(O)C1C(N(CC1)O)=O 3-carboxy-N-hydroxypyrrolidone